ClCCN1N=CC2=C(C=CC=C12)[N+](=O)[O-] 1-(2-chloroethyl)-4-nitro-1H-indazole